OCC(CO)C1=CC=C(C=C1)NC(OC(C)(C)C)=O tert-butyl (4-(1,3-dihydroxypropan-2-yl)phenyl)carbamate